C(C)(=O)N1CCN(CC1)CCOC1=C(C=C(C=C1)NC(NCC(=O)NC1=CC=C(C=C1)N[C@@H]1C[C@@H](N(C2=CC=CC=C12)C(CC)=O)C)=O)F 2-(3-(4-(2-(4-acetylpiperazin-1-yl)ethoxy)-3-fluorophenyl)ureido)-N-(4-(((2S,4R)-2-methyl-1-propionyl-1,2,3,4-tetrahydroquinolin-4-yl)amino)phenyl)acetamide